C[C@@H]1CN(C[C@H]2N1CC1=CC(=CC=C21)NC2CNCCOC2)C2=C1C=CC=NC1=C(C=C2)C#N 5-[(4R,10bS)-4-methyl-8-(1,4-oxaazepan-6-ylamino)-3,4,6,10b-tetrahydro-1H-pyrazino[2,1-a]isoindol-2-yl]quinoline-8-carbonitrile